C(C)(C)(C)C1CCC(CC1)O 4-tertiary butyl-cyclohexyl alcohol